[Sn].[Sn].S1C=NC=C1.S1C=NC=C1 bisthiazole-bistin salt